C(C)C=1C=C(C(N(N1)CC1=CC=C(C=C1)OC)=O)C(F)(F)F 6-ethyl-2-[(4-methoxyphenyl)methyl]-4-(trifluoromethyl)pyridazin-3-one